N-(1-hydroxy-3,3-dimethylbut-2-yl)-1H-benzo[d]imidazole-2-carboxamide OCC(C(C)(C)C)NC(=O)C1=NC2=C(N1)C=CC=C2